BrC=1C=C(C(=NC1)F)C(C(C)C)=O 1-(5-bromo-2-fluoropyridin-3-yl)-2-methylpropan-1-one